tert-butyl (E)-(2-((4-(4-bromo-3,5-difluorophenyl)-5-oxo-4,5-dihydro-1H-1,2,4-triazol-1-yl)methyl)-3-fluoroallyl)carbamate BrC1=C(C=C(C=C1F)N1C=NN(C1=O)C\C(\CNC(OC(C)(C)C)=O)=C\F)F